C(C)(C)(C)C=1C=C(CCl)C=C(C1)C(C)(C)C 3,5-di-tert-butyl-benzyl chloride